N-(4-((2-(1,1-difluoroethyl)-6-((1s,3s)-3-methylcyclobutoxy)pyrimidin-4-yl)amino)-5-ethoxypyridin-2-yl)acetamide FC(C)(F)C1=NC(=CC(=N1)NC1=CC(=NC=C1OCC)NC(C)=O)OC1CC(C1)C